ClC1=C(C=2N=CNC(C2C(=N1)O[C@@H](C)[C@H]1[C@H]2CC[C@@H](CN1)N2C(=O)OC(C)(C)C)=O)F tert-butyl (1R,2R,5S)-2-((S)-1-((7-chloro-8-fluoro-4-oxo-3,4-dihydropyrido[4,3-d]pyrimidin-5-yl)oxy)ethyl)-3,8-diazabicyclo[3.2.1]octane-8-carboxylate